C(C)N(CCNC(=O)OC(CCC(=O)OCC(COC(CCC(OCCCC\C=C/CC)OCCCC\C=C/CC)=O)COC(CCCCCCOC(C(CCCCCC)CCCC)=O)=O)CCCCCC)C 3-((4,4-bis(((Z)-oct-5-en-1-yl)oxy)butanoyl)oxy)-2-(((7-((2-butyloctanoyl)oxy)heptanoyl)oxy)methyl)propyl 4-(((2-(ethyl(methyl)amino)ethyl)carbamoyl)oxy)decanoate